N[C@@H]1CN(CC[C@@H]1O)C1=NC2=C(N1CC1=NC=C(C#N)C=C1)C=C(C=C2)F 6-((2-((3R,4S)-3-amino-4-hydroxypiperidin-1-yl)-6-fluoro-1H-benzo[d]imidazol-1-yl)methyl)nicotinonitrile